(2S)-4-(6-chloro-8-cyclopropoxy-7-(5-methyl-1H-indazol-4-yl)-2-((((S)-1-methylpyrrolidin-2-yl))methoxy)quinazolin-4-yl)-2-(cyanomethyl)piperazine-1-carboxylic acid tert-butyl ester C(C)(C)(C)OC(=O)N1[C@H](CN(CC1)C1=NC(=NC2=C(C(=C(C=C12)Cl)C1=C2C=NNC2=CC=C1C)OC1CC1)OC[C@H]1N(CCC1)C)CC#N